C(C)(=O)NCC(C)C1=CC=C(C=C1)NC1=NC=NC2=CC(=C(C=C12)OCCCN(C)C)OC 4-[4-(2-acetamido-1-methylethyl)phenylamino]-7-methoxy-6-(3-(dimethylamino)propoxy)quinazoline